1-(1,2,3,4-tetrahydro-1-quinolinyl)-3-phenylbut-3-ene N1(CCCC2=CC=CC=C12)CCC(=C)C1=CC=CC=C1